2-bromo-3,4-difluorobenzyl methanesulfonate CS(=O)(=O)OCC1=C(C(=C(C=C1)F)F)Br